3-{2-[(2-{[(2R,7aS)-2-fluoro-hexahydropyrrolizin-7a-yl]methoxy}-7-(8-ethynyl-7-fluoronaphthalen-1-yl)-8-fluoropyrido[4,3-d]pyrimidin-5-yl)amino]ethyl}benzenesulfonyl fluoride F[C@@H]1C[C@@]2(CCCN2C1)COC=1N=CC2=C(N1)C(=C(N=C2NCCC=2C=C(C=CC2)S(=O)(=O)F)C2=CC=CC1=CC=C(C(=C21)C#C)F)F